CC1=C(C(=CC(=C1)C)C)N=C(C)CC(C)=NC1=C(C=C(C=C1C)C)C 2,4-bis[(2,4,6-trimethylphenyl)imino]pentane